2,2,2-Trifluoro-1-(4-((4-(3-((2-((1S)-1-((tetrahydro-2H-pyran-2-yl)oxy)ethyl)-1H-imidazol-1-yl)methyl)isoxazol-5-yl)phenyl)ethynyl)-3,6-dihydropyridin-1(2H)-yl)ethan-1-one FC(C(=O)N1CCC(=CC1)C#CC1=CC=C(C=C1)C1=CC(=NO1)CN1C(=NC=C1)[C@H](C)OC1OCCCC1)(F)F